C(CCCCCCCC)\C(=C/C(=O)OCC)\CCCCCCC\C=C/CCCCCCCC ethyl (2E,11Z)-3-nonylicosa-2,11-dienoate